C(#N)C1=CC=2N(N=C1)C(=CC2)C2=CC(=C(C=N2)C2=NN=C(S2)C2CC(C2)NC(C)=O)NC(C)C N-((1r,3r)-3-(5-(6-(3-cyanopyrrolo[1,2-b]pyridazin-7-yl)-4-(isopropylamino)pyridin-3-yl)-1,3,4-thiadiazol-2-yl)cyclobutyl)acetamide